C(C)N(C(OC1CC(CC1)C1=CC(=NN1)NC1=C(C2=C(CS(C2)(=O)=O)C=C1)F)=O)C 3-(3-((4-fluoro-2,2-dioxido-1,3-dihydrobenzo[c]thiophen-5-yl)amino)-1H-pyrazol-5-yl)cyclopentyl ethyl(methyl)carbamate